tert-butyl N-[(1S)-2-phenyl-1-(1,3-thiazol-2-yl)-ethyl]carbamate C1(=CC=CC=C1)C[C@@H](C=1SC=CN1)NC(OC(C)(C)C)=O